[3-Amino-5-bromo-4-methyl-2-(methylamino)phenyl]methanol NC=1C(=C(C=C(C1C)Br)CO)NC